{6-[3,8-diazabicyclo[3.2.1]octan-8-yl]-3-(3,4-dichloro-2-methyl-2H-indazol-5-yl)-1H-pyrazolo[3,4-b]pyrazin-5-yl}methanol C12CNCC(CC1)N2C2=C(N=C1C(=N2)NN=C1C1=C(C2=C(N(N=C2C=C1)C)Cl)Cl)CO